6-[7-fluoro-2-(3-fluoro-4-piperidinyl)indazol-5-yl]-2,8-dimethyl-imidazo[1,2-b]pyridazine FC1=CC(=CC2=CN(N=C12)C1C(CNCC1)F)C=1C=C(C=2N(N1)C=C(N2)C)C